(2S,4S)-4-(6-amino-4-methylpyridazin-3-yl)-2-methylpiperidine-1-carboxylic acid tert-butyl ester C(C)(C)(C)OC(=O)N1[C@H](C[C@H](CC1)C=1N=NC(=CC1C)N)C